pyridinecarboxylic acid butyl ester dihydrochloride Cl.Cl.C(CCC)OC(=O)C1=NC=CC=C1